BrC1=CC=C(C(=N1)COC[C@H]1CN(CCN1)C(=O)OC(C)(C)C)Cl (R)-tert-butyl 3-(((6-bromo-3-chloropyridin-2-yl)methoxy)methyl)piperazine-1-carboxylate